FC1=CC=C(C=C1)NC1=C(C=C(C=C1)O)[N+](=O)[O-] 4-[(4-fluorophenyl)amino]-3-nitrophenol